ClC1=C(C(=O)N2COC3=C(C2)C=CC=C3C3=CC(=C(C=C3F)C(=O)C(O)C3=CC=CC=C3)N3CCOCC3)C=C(C(=C1)F)OC 4-[3-(2-chloro-4-fluoro-5-methoxybenzoyl)-2,4-dihydro-1,3-benzoxazin-8-yl]-5-fluoro-2-morpholin-4-yl-benzoin